1-(2-ethylhexyl)imidazoline (E)-2-((2-amino-6-(2-((tert-butoxycarbonyl)amino)acetamido)pyridin-3-yl)diazenyl)phenyl-2-morpholinoacetate NC1=NC(=CC=C1/N=N/C1=C(C=CC=C1)C(C(=O)O)N1CCOCC1)NC(CNC(=O)OC(C)(C)C)=O.C(C)C(CN1C=NCC1)CCCC